CNC([C@H]([C@H]([C@@H]([C@H](C=O)O)O)O)O)=O N-methylglucuronamide